Chloroquinoxaline-2-carbaldehyde oxime ClC=1C(=NC2=CC=CC=C2N1)C=NO